C(C)OC(OCC)(OCC)[SiH3] triethoxymethylsilane